C(C)(=O)N1CC[C@@H]2N(C([C@H](C1)NC(=O)C1=CC3=C(S1)C=CC(=C3)C(C)P(O)(O)=O)=O)[C@@H](CC2)C(N(C2=CC=CC=C2)C)=O (1-(2-(((5S,8S,10aR)-3-acetyl-8-(methyl(phenyl)carbamoyl)-6-oxodecahydro-pyrrolo[1,2-a][1,5]diazocin-5-yl)carbamoyl)benzo[b]thiophen-5-yl)ethyl)phosphonic acid